ClC=1C=C(CN2N=NC(=C2)C(=O)O)C=C(C1)Cl 1-(3,5-dichlorobenzyl)-1H-1,2,3-triazole-4-carboxylic acid